2-(2-((3r,4r)-3-amino-4-fluoropiperidin-1-yl)-5,6-difluoro-1H-benzo[d]imidazol-1-yl)-1-(3-isopropylazetidin-1-yl)ethanone N[C@@H]1CN(CC[C@H]1F)C1=NC2=C(N1CC(=O)N1CC(C1)C(C)C)C=C(C(=C2)F)F